CC1=CC(=O)CC(C1(/C=C/C(=C/C(=O)OC2[C@@H]([C@H]([C@@H]([C@H](O2)CO)O)O)O)/C)O)(C)C The molecule is an enoate ester that results from the condensation of the carboxylic acid group of 2-trans-abscisic acid with the anomeric hydroxy group of D-glucopyranose. It has a role as a plant metabolite. It is an enoate ester, an O-acyl carbohydrate and a glucoside. It derives from a 2-trans-abscisic acid and a D-glucopyranose.